N[C@@H]1C[C@H](CC1)NC1=NC(=C2N=CN(C2=N1)C(C)C)N N2-((1s,3s)-3-aminocyclopentyl)-9-isopropyl-9H-purine-2,6-diamine